(2S)-2-[[(2S)-2-hydrazinyl-3-(3-hydroxy-4-phosphonooxyphenyl)-2-methylpropanoyl]amino]-3-(4-hydroxyphenyl)propanoic acid N(N)[C@](C(=O)N[C@H](C(=O)O)CC1=CC=C(C=C1)O)(CC1=CC(=C(C=C1)OP(=O)(O)O)O)C